ClC=1C(=NC=CC1)C(=O)NCC1[C@@H]2CN(C[C@H]12)C1=NC=C(N=C1)C=1C=2N(C=C(C1)C=1C=NN(C1)C)N=CC2C#N 3-chloro-N-(((1R,5S,6s)-3-(5-(3-cyano-6-(1-methyl-1H-pyrazol-4-yl)pyrazolo[1,5-a]pyridin-4-yl)pyrazin-2-yl)-3-azabicyclo[3.1.0]hexan-6-yl)methyl)picolinamide